C(#N)CC=1C(=C(C(=O)O)C=CC1)[N+](=O)[O-].[N+](=O)([O-])C1=C(C(=O)OCC#N)C=CC=C1 Cyanomethyl 2-nitrobenzoate (cyanomethyl 2-nitrobenzoate)